(1S,4S)-2-(4-nitrophenyl)-2,5-diazabicyclo[2.2.1]heptane [N+](=O)([O-])C1=CC=C(C=C1)N1[C@@H]2CN[C@H](C1)C2